FC(C(C)OC1CN(C1)C1=CC=CC=N1)(F)F 6-(3-((1,1,1-trifluoropropan-2-yl)oxy)azetidin-1-yl)pyridin